CC=CC=CC=CC=CCCCC trideca-2,4,6,8-tetraene